C12(CC3CC(CC(C1)C3)C2)C=2C=C(C=CC2OCCCCOC2C(=C(C(CC2)(C)C)C=CC(=CC=CC(=CC(=O)O)C)C)C)C2=CC=C(C=C2)C=CC(=O)O 9-(3-{4-[3-Adamantan-1-yl-4'-(2-carboxy-vinyl)-biphenyl-4-yloxy]-butoxy}-2,6,6-trimethyl-cyclohex-1-enyl)-3,7-dimethyl-nona-2,4,6,8-tetraenoic acid